4-hydroxy-5-(2,2,2-trifluoroethan-1-one-1-yl)-6H-pyrido[3,2,1-jk]carbazole OC1=C(CN2C3=C1C=CC=C3C=3C=CC=CC23)C(C(F)(F)F)=O